8-[(1R)-1-aminoethyl]-3-cyclopropyl-6-fluoro-2-tetrahydropyran-3-yl-quinazolin-4-one N[C@H](C)C=1C=C(C=C2C(N(C(=NC12)C1COCCC1)C1CC1)=O)F